4-[tert-butyl(dimethyl)silyl]oxypyrrolidin-2-one [Si](C)(C)(C(C)(C)C)OC1CC(NC1)=O